ON(C([O-])=O)C(C)C hydroxy-2-propylcarbamat